dimethyl sulfoxide, potassium salt [K].CS(=O)C